3-((5-(Aminomethyl)pyridin-2-yl)amino)piperidine-2,6-dione NCC=1C=CC(=NC1)NC1C(NC(CC1)=O)=O